O=C([C@H](O)[C@@H](O)[C@H](O)[C@H](O)CO)O.N[C@@H](CCCNC(N)=N)C(=O)O ARGININE GLUCONATE